(E)-N-ethyl-3-(2-fluorophenyl)-N-(thiophen-2-ylmethyl)acrylamide C(C)N(C(\C=C\C1=C(C=CC=C1)F)=O)CC=1SC=CC1